C[C@@H]1N(C[C@@H](C1)OC1=CC=2N(C=C1)N=CC2)CC2=CN=C(S2)NC(C)=O N-(5-(((2S,4R)-2-methyl-4-(pyrazolo[1,5-a]pyridin-5-yloxy)pyrrolidin-1-yl)methyl)thiazol-2-yl)acetamide